CS(=NC(C1=CC=C(C=C1)C1=NOC(=N1)C(F)(F)F)=O)(C=1C=C(C=CC1)C)=O N-(methyl(oxo)(m-tolyl)-λ6-sulfaneylidene)-4-(5-(trifluoromethyl)-1,2,4-oxadiazol-3-yl)benzamide